C1C23C=CC=CC3=CC(C=C21)=O cyclopropa[j]naphthalen-3-one